COC1=C(C=CC=C1)C1=C(C=2C=NC=CC2N1C)C 2-(2-methoxyphenyl)-1,3-dimethyl-1H-pyrrolo[3,2-c]pyridin